[Si](C1=CC=CC=C1)(C1=CC=CC=C1)(C(C)(C)C)OCC1CC(C1)N1C(CC(C1)C1=C(C(=CC=C1OCOCC[Si](C)(C)C)Cl)Cl)=O 1-((1s,3s)-3-(((tert-butyldiphenylsilyl)oxy)methyl)cyclobutyl)-4-(2,3-dichloro-6-((2-(trimethylsilyl)ethoxy)methoxy)phenyl)pyrrolidin-2-one